NC=1C=2N(C3=CC(=C(C=C3N1)Cl)C(=O)N(CC1=NC=C(C=C1)C(F)(F)F)C(C)C1=NC=CC=N1)C=CC2 4-amino-7-Chloro-N-(1-(pyrimidin-2-yl)ethyl)-N-((5-(trifluoromethyl)pyridin-2-yl)methyl)pyrrolo[1,2-a]Quinoxaline-8-carboxamide